C(C)N1CCN(CC1)C1=C(C=C(C(=C1)OC)NC1=NC=NC(=C1)N1OCC[C@@H]1C1=CC(=CC=C1)OC1=CC=CC=C1)NC(C=C)=O (R)-N-(2-(4-ethylpiperazin-1-yl)-4-methoxy-5-((6-(3-(3-phenoxyphenyl)isoxazolidin-2-yl)pyrimidin-4-yl)amino)phenyl)acrylamide